2-Bromo-N,N-di(methyl-13C)acetamide BrCC(=O)N([13CH3])[13CH3]